2-bromo-6-methyl-7,8-dihydro-5H-1,6-naphthyridin-3-amine BrC1=NC=2CCN(CC2C=C1N)C